1-((4-aminophenyl)sulfonyl)-N-(naphthalen-1-ylmethyl)-4-(3,4,5-trihydroxybenzoyl)piperazine-2-carboxamide 3-Formyl-1H-indole-1-carboxylate C(=O)C1=CN(C2=CC=CC=C12)C(=O)O.NC1=CC=C(C=C1)S(=O)(=O)N1C(CN(CC1)C(C1=CC(=C(C(=C1)O)O)O)=O)C(=O)NCC1=CC=CC2=CC=CC=C12